BrC1(CC(C(O1)(C)C)=O)C1=CC=C(C=C1)S(=O)(=O)C 5-bromo-2,2-dimethyl-5-(4-methanesulfonylphenyl)furan-3(2H)-one